N-(6-((dimethylamino)methyl)-5-(3-methoxycyclopentyl)pyridin-2-yl)cyclopropanecarboxamide CN(C)CC1=C(C=CC(=N1)NC(=O)C1CC1)C1CC(CC1)OC